C(=O)O.C1(CC1)C=1C=C(C=CC1)N1C(N(C2(C1=O)CCN(CC2)CC2CCOCC2)CC)=O (3-cyclopropylphenyl)-1-ethyl-8-((tetrahydro-2H-pyran-4-yl)methyl)-1,3,8-triazaspiro[4.5]decane-2,4-dione formate salt